ClC=1N=C2O[C@H]([C@@H]3[C@@H]4CC[C@H](CN3C3=NC(=C(C(C1F)=C32)C(C)N)C)N4)C 1-[(4R,7S,8S,9S)-13-chloro-14-fluoro-9,17-dimethyl-10-oxa-2,12,18,20-tetrazapentacyclo[9.7.1.14,7.02,8.015,19]icosa-1(18),11,13,15(19),16-pentaen-16-yl]ethanamine